2-(5-(2-methyloxetan-2-yl)-1,3,4-oxadiazol-2-yl)-N-(4-(trifluoromethyl)phenyl)aniline CC1(OCC1)C1=NN=C(O1)C1=C(NC2=CC=C(C=C2)C(F)(F)F)C=CC=C1